C(C)(C)(C)OC(=O)N[C@@H]1CC[C@H](CC1)[C@H](CC(=O)OCC)C ethyl (S)-3-(trans-4-((tert-butoxycarbonyl)amino)cyclohexyl)butanoate